6-(2,7-dimethyl-2H-indazol-5-yl)-N-methyl-N-(piperidin-4-yl)[1,3]thiazolo[4,5-b]pyridin-2-amine CN1N=C2C(=CC(=CC2=C1)C=1C=C2C(=NC1)N=C(S2)N(C2CCNCC2)C)C